3-(5-(difluoromethyl)-1,3,4-thiadiazol-2-yl)-8-(4-isobutyrylpiperazin-1-yl)-N-(3-methyloxetane-3-yl)imidazo[1,5-a]pyridine-6-sulfonamide FC(C1=NN=C(S1)C1=NC=C2N1C=C(C=C2N2CCN(CC2)C(C(C)C)=O)S(=O)(=O)NC2(COC2)C)F